trans-3-[(3-chloro-2-fluorobenzyl)oxy]-N-[2-fluoro-3-(5-fluoro-4-methyl-6-oxo-1,6-dihydropyrimidin-2-yl)-4-(trifluoromethyl)benzyl]cyclobutane-1-carboxamide ClC=1C(=C(CO[C@@H]2C[C@H](C2)C(=O)NCC2=C(C(=C(C=C2)C(F)(F)F)C=2NC(C(=C(N2)C)F)=O)F)C=CC1)F